C(#N)C1=C(C=CC=C1COC=1C=C(C(=C2CCCC12)CNCC(=O)O)OC)C1=CC=CC=C1 ((7-((2-cyano-[1,1'-biphenyl]-3-yl)methoxy)-5-methoxy-2,3-dihydro-1H-inden-4-yl)methyl)glycine